C1(CC1)C=1N=NN(C1)[C@H](C(=O)N1[C@@H](C[C@H](C1)O)C(=O)NC1CN(CC1)C1=C(C=CC=C1)OC(F)F)C(C)(C)C (2S,4r)-1-[(2S)-2-(4-cyclopropyltriazol-1-yl)-3,3-dimethyl-butyryl]-N-[1-[2-(difluoromethoxy)phenyl]pyrrolidin-3-yl]-4-hydroxy-pyrrolidine-2-carboxamide